(3,3-dimethyl-allyl)triphenyl-phosphine bromide [Br-].CC(=CCC1=C(C=CC=C1)P(C1=CC=CC=C1)C1=CC=CC=C1)C